FC1=CC=C(C=C1)C=1C(=C(C=NC1)C=O)C (5-(4-fluorophenyl)-4-methyl-pyridin-3-yl)methanone